FC(C=1C(=C(C=CC1)[C@@H](C)NC1=C2C(=C(N=N1)C)N=CC(=C2)N2CCN(CC2)C(=O)C2COC2)F)F (R)-(4-(5-((1-(3-(difluoromethyl)-2-fluorophenyl)ethyl)amino)-8-methylpyrido[2,3-d]pyridazine-3-yl)piperazin-1-yl)(oxetan-3-yl)methanone